4-[2-(1-methoxy-4-piperidinyl)ethyl]-2-(trifluoromethyl)quinazolin-5-ol CON1CCC(CC1)CCC1=NC(=NC=2C=CC=C(C12)O)C(F)(F)F